BrC=1C(=C(C=CC1)NC(=O)C=1N=CC=2CN(CCC2C1)C1CCC(CC1)O)Cl N-(3-bromo-2-chlorophenyl)-7-((1R,4R)-4-hydroxycyclohexyl)-5,6,7,8-tetrahydro-2,7-naphthyridine-3-carboxamide